C(C)(C)(C)OC(=O)N[C@H](C(=O)O)CC1=CNC2=C(C=CC=C12)C1=CC=CC=C1 (S)-2-((tert-butoxycarbonyl)amino)-3-(7-phenyl-1H-indol-3-yl)propionic acid